COC1=CC=C(CN2C(C3(C4=NC(=CC=C42)C)CN(C3)C(=O)OC(C)(C)C)=O)C=C1 tert-Butyl 1'-(4-methoxybenzyl)-5'-methyl-2'-oxo-1',2'-dihydrospiro[azetidine-3,3'-pyrrolo[3,2-b]pyridine]-1-carboxylate